CS(=O)(=O)OC1COC(C1)C=1C(=NC(=CC1)Cl)N1N=C(C=C1C)C#N [5-[6-chloro-2-(3-cyano-5-methylpyrazol-1-yl)pyridin-3-yl]oxolan-3-yl] methanesulfonate